C(#C)C1(CCC(C=2N(C1)N=C1C2CN[C@@H](C1)C)(F)F)O (R)-8-Ethynyl-11,11-difluoro-3-methyl-1,3,4,7,8,9,10,11-octahydro-2H-pyrido[4',3':3,4]-pyrazolo[1,5-a]azepin-8-ol